NC1=CC=C(C(=N1)C1=C(C=C2C(=NC(=NC2=C1)OCCN1CC(C1)CF)N1CCN(CC1)C(C=C)=O)Cl)C(F)(F)F 1-(4-(7-(6-amino-3-(trifluoromethyl)pyridin-2-yl)-6-chloro-2-(2-(3-(fluoromethyl)azetidin-1-yl)ethoxy)quinazolin-4-yl)piperazin-1-yl)prop-2-en-1-one